((4-(4-methylpiperazin-1-yl)phenyl)amino)-7-(pyridin-4-yl)-1,2-dihydro-3H-pyrrolo[3,4-c]pyridin-3-one CN1CCN(CC1)C1=CC=C(C=C1)NC1NC(C=2C=NC=C(C21)C2=CC=NC=C2)=O